(5-(2-(((1-methylpiperidin-4-yl)methyl)amino)-7H-pyrrolo[2,3-d]pyrimidin-5-yl)pyrazolo[1,5-a]pyridin-3-yl)(piperidin-1-yl)methanone CN1CCC(CC1)CNC=1N=CC2=C(N1)NC=C2C2=CC=1N(C=C2)N=CC1C(=O)N1CCCCC1